N-({4-amino-1H,3H-furo[3,4-c]quinolin-7-yl}methyl)-N-(2-methoxypyridin-3-yl)-6-(trifluoromethyl)pyridine-3-carboxamide NC1=NC=2C=C(C=CC2C2=C1COC2)CN(C(=O)C=2C=NC(=CC2)C(F)(F)F)C=2C(=NC=CC2)OC